3-(5-(((1S,2S)-2-(3-azabicyclo[3.2.1]octan-3-yl)cyclopentyl)oxy)-1-oxoisoindolin-2-yl)piperidine-2,6-dione C12CN(CC(CC1)C2)[C@@H]2[C@H](CCC2)OC=2C=C1CN(C(C1=CC2)=O)C2C(NC(CC2)=O)=O